O=S1(CCC(CC1)C1=CC=C(C=C1)NC(OCC1=CC=C(C=C1)Cl)=O)=O 4-chlorobenzyl (4-(1,1-dioxidotetrahydro-2H-thiopyran-4-yl)phenyl)carbamate